4-[3-(3-fluoro-4-pyridinyl)-1-methyl-pyrazol-4-yl]-1H-pyrazolo[3,4-b]pyridine FC=1C=NC=CC1C1=NN(C=C1C1=C2C(=NC=C1)NN=C2)C